FC1=C(C2=C(C=CO2)C=C1)NC(=O)N1C(C=2NN=CC2C1)(C)C N-(6-fluorobenzofuran-7-yl)-6,6-dimethyl-4,6-dihydropyrrolo[3,4-c]pyrazol-5(1H)-carboxamid